FC1=C(C=C(C=C1)NC(=O)C1=C(N=C(O1)C)C)C1=NN2C(N=CC(=C2)C2=NC=CC=C2C)=N1 N-(4-fluoro-3-(6-(3-methylpyridin-2-yl)-[1,2,4]triazolo[1,5-a]pyrimidin-2-yl)phenyl)-2,4-dimethyloxazole-5-carboxamide